COC(=O)C=1SC(=CC1F)[Sn](CCCCC)(CCCC)CCCC 5-(dibutyl-(pentyl)stannyl)-3-fluorothiophene-2-carboxylic acid methyl ester